C(C)(C)(C)OC(NC12CCC(CC1)(CC2)CN2N=C(C=1CN(CCC12)C1=C2C(=NC(=C1)C)N(N=C2)CC)C)=O (4-((5-(1-ethyl-6-methyl-1H-pyrazolo[3,4-b]pyridin-4-yl)-3-methyl-4,5,6,7-tetrahydro-1H-pyrazolo[4,3-c]pyridin-1-yl)methyl)bicyclo[2.2.2]oct-1-yl)carbamic acid tert-butyl ester